2-[4-(5-Amino-4-cyano-1-isopropyl-pyrazol-3-yl)phenyl]-N-[3-(3-bicyclo[1.1.1]pentylmethyl)isoxazol-5-yl]propionamide NC1=C(C(=NN1C(C)C)C1=CC=C(C=C1)C(C(=O)NC1=CC(=NO1)CC12CC(C1)C2)C)C#N